ClC=1C=C2C(N(C(=NC2=C(C1)[C@@H](C)N[S@](=O)C(C)(C)C)C1CCOCC1)C)=O (R)-N-[(1R)-1-(6-chloro-3-methyl-4-oxo-2-tetrahydropyran-4-yl-quinazolin-8-yl)ethyl]-2-methyl-propane-2-sulfinamide